[N+](=O)([O-])C1=CC=[N+](C2=CC=CC=C12)[O-] 4-nitroquinoline 1-oxide